methyl trans-4-[(3-cyano-4-fluoro-phenyl)methyl]cyclohexanecarboxylate C(#N)C=1C=C(C=CC1F)C[C@@H]1CC[C@H](CC1)C(=O)OC